5-(bromomethyl)-1,2-difluoro-3-(trifluoromethyl)benzene BrCC=1C=C(C(=C(C1)F)F)C(F)(F)F